(Z)-2-(2,6-dioxopiperidin-3-yl)-5-((2-(1-(2-(4-(1-(4-hydroxyphenyl)-2-phenylbut-1-en-1-yl)phenoxy)ethyl)piperidin-4-yl)ethyl)amino)isoindoline-1,3-dione O=C1NC(CCC1N1C(C2=CC=C(C=C2C1=O)NCCC1CCN(CC1)CCOC1=CC=C(C=C1)\C(=C(\CC)/C1=CC=CC=C1)\C1=CC=C(C=C1)O)=O)=O